(2S,11aR)-7-chloro-2-hydroxy-8-methyl-6-(2,2,2-trifluoroethoxy)-2,3,11,11a-tetrahydro-1H,5H-Benzo[f]pyrrolo[2,1-c][1,4]oxazepin-5-one ClC=1C(=CC2=C(C(N3[C@@H](CO2)C[C@@H](C3)O)=O)C1OCC(F)(F)F)C